2,6-ditert-butyl-α-dimethylamino-p-cresol C(C)(C)(C)C1=CC(=CC(=C1O)C(C)(C)C)CN(C)C